3-(3-methyl-2-oxo-5-(4-(4-(piperazin-1-ylmethyl)piperidin-1-yl)phenyl)-2,3-dihydro-1H-benzo[d]imidazol-1-yl)piperidine-2,6-dione CN1C(N(C2=C1C=C(C=C2)C2=CC=C(C=C2)N2CCC(CC2)CN2CCNCC2)C2C(NC(CC2)=O)=O)=O